Tert-Butyl 2-(2-hydroxypropan-2-yl)morpholine-4-carboxylate OC(C)(C)C1CN(CCO1)C(=O)OC(C)(C)C